1-t-butoxycarbonyl-1-benzylhydrazine C(C)(C)(C)OC(=O)N(N)CC1=CC=CC=C1